methyl (S)-3-(4-(((S)-7-(2-fluoro-5-methoxyphenyl)-2,3-dihydrobenzo[b][1,4]dioxin-2-yl) methoxy) phenyl)-4-hexynoate FC1=C(C=C(C=C1)OC)C=1C=CC2=C(O[C@H](CO2)COC2=CC=C(C=C2)[C@H](CC(=O)OC)C#CC)C1